C1(CCCCC1)CNC(=O)C1=NC=CC2=C1NC1=CC(=CC=C21)F N-(cyclohexylmethyl)-7-fluoro-9H-pyrido[3,4-b]indole-1-carboxamide